Methyl-4-(2-(methylsulfonyl)pyrimidin-4-yl)tetrahydro-2H-pyran CC1OCCC(C1)C1=NC(=NC=C1)S(=O)(=O)C